BrCC1=CC(=NC=C1C(=O)OC)C1=CC(=CC=C1)Cl Methyl 4-(bromomethyl)-6-(3-chlorophenyl)nicotinate